OCC(C1=NN(C=C1)C)NC(=O)C=1C(=NN2C1C=C(C=C2)OCC2=NC=CC=C2)C N-[2-hydroxy-1-(1-methyl-1H-pyrazol-3-yl)ethyl]-2-methyl-5-[(pyridin-2-yl)methoxy]pyrazolo[1,5-a]pyridine-3-carboxamide